C(C)OCC1C2C=CC(C1)C2=O 5-ethoxymethyl-7-oxo-bicyclo[2.2.1]Hept-2-ene